4-(4-((4-([1,2,4]triazolo[4,3-c]pyrimidin-7-yloxy)-3-methylphenyl)amino)quinazolin-6-yl)-5-methylisoxazol-3-amine N=1N=CN2C=NC(=CC21)OC2=C(C=C(C=C2)NC2=NC=NC1=CC=C(C=C21)C=2C(=NOC2C)N)C